COC1=C(OC2=CC(=NC=C2C(=O)NC2=CC(=NC=C2)C(=O)N)[C@H]2[C@@H](C2)C)C=CC(=C1)OC(F)(F)F |r| Racemic-trans-4-(4-(2-Methoxy-4-(trifluoromethoxy)phenoxy)-6-(2-methylcyclopropyl)nicotinamido)picolinamide